tert-butyl (2R,3S,4S)-4-[(tert-butyldimethylsilyl)oxy]-3-[(4-nitrophenoxycarbonyl)oxy]-2-{[6-(1,3-oxazol-5-yl)pyridin-3-yl]methyl}pyrrolidine-1-carboxylate [Si](C)(C)(C(C)(C)C)O[C@@H]1[C@H]([C@H](N(C1)C(=O)OC(C)(C)C)CC=1C=NC(=CC1)C1=CN=CO1)OC(=O)OC1=CC=C(C=C1)[N+](=O)[O-]